C(CC(=O)C)(=O)OC=1SC(=CC1)OC(CC(=O)C)=O 2,5-diacetoacetoxythiophene